bis(di-tert-butyl)-4-dimethylaminophenylphosphine CC(C)(C)P(C1=CC=C(C=C1)N(C)C)C(C)(C)C